N[C@H]1C[C@@H](CCC1)NC(=O)C=1SC=2N=CC=C3N(C(NC1C23)=O)C2=C(C=C(C=C2)OC2=CC=CC=C2)C N-((1R,3R)-3-Aminocyclohexyl)-5-(2-methyl-4-phenoxyphenyl)-4-oxo-4,5-dihydro-3H-1-thia-3,5,8-triazaacenaphthylene-2-carboxamide